N[C@H](COC1=C(C2=CC=CC=C2C=C1)CN1C2=NC=NC(=C2N=C1)N)COC (S)-9-((2-(2-amino-3-methoxypropoxy)naphthalen-1-yl)methyl)-9H-purin-6-amine